5-chloro-2-fluoro-4-(2-methylbenzo[d]oxazol-5-yl)aniline ClC=1C(=CC(=C(N)C1)F)C=1C=CC2=C(N=C(O2)C)C1